(2R,3R,3aS,6S,6aR)-6-((2-amino-3-bromoquinolin-7-yl)oxy)-2-(4-methyl-7H-pyrrolo[2,3-d]pyrimidin-7-yl)hexahydro-2H-cyclopenta[b]furan-3,3a-diol NC1=NC2=CC(=CC=C2C=C1Br)O[C@H]1CC[C@]2([C@@H]1O[C@H]([C@@H]2O)N2C=CC1=C2N=CN=C1C)O